N\C(=C/C(=O)OCC)\C(F)(F)F ethyl (Z)-3-amino-4,4,4-trifluorobut-2-enoate